ferric dicitrate C(CC(O)(C(=O)[O-])CC(=O)[O-])(=O)[O-].C(CC(O)(C(=O)[O-])CC(=O)[O-])(=O)[O-].[Fe+3].[Fe+3]